14-hydroxymorphinone O[C@@]12C=CC([C@H]3[C@]14C=1C(=C(C=CC1C[C@H]2N(C)CC4)O)O3)=O